Disodium Anilinomorpholinotriazinylaminostilbenesulfonate N(C1=CC=CC=C1)C1=C(C(=C(C(=C1)C=CC1=CC=CC=C1)S(=O)(=O)[O-])NC1=NN=NC=C1)N1CCOCC1.[Na+].[Na+].N(C1=CC=CC=C1)C1=C(C(=C(C(=C1)C=CC1=CC=CC=C1)S(=O)(=O)[O-])NC1=NN=NC=C1)N1CCOCC1